3-(4-piperidyl)-1,4-dihydroquinazolin-2-one N1CCC(CC1)N1C(NC2=CC=CC=C2C1)=O